C(C)(C)(C)OC(=O)N[C@@H](C(=O)OC(C)(C)C)CCCO[Si](C)(C)C(C)(C)C Tert-butyl (R)-2-((tert-butoxycarbonyl) amino)-5-((tert-butyldimethylsilyl) oxy)-pentanoate